(s)-terephthalic acid C(C1=CC=C(C(=O)O)C=C1)(=O)O